CS(=O)(=O)OC=1C=C(C=C(C1C)C)NC(=O)NC1=CC(=C(C(=C1)C)C)OS(=O)(=O)C N,N'-di-[3-(methanesulfonyloxy)-4,5-dimethyl-phenyl]urea